C1(=C(C(=CC=C1)S)S)C=1C(=CC=CC1)C1=CC=CC=C1 terphenyl-dithiol